FC1=C(C=CC(=C1)O)CC1C(NCC2N(N(CC(N21)=O)CC=C)C(=O)N)=O 6-((2-Fluoro-4-hydroxyphenyl)methyl)-4,7-dioxo-2-(prop-2-en-1-yl)-octahydro-1H-pyrazino[2,1-c][1,2,4]Triazine-1-carboxamide